Dimethylsilylbis(2-methyl-5-tert-butyl-1-indenyl)hafnium dichloride [Cl-].[Cl-].C[SiH](C)[Hf+2](C1C(=CC2=CC(=CC=C12)C(C)(C)C)C)C1C(=CC2=CC(=CC=C12)C(C)(C)C)C